NC(C)(CCCC)C (R)-2-amino-2-methylhexan